(R)-2-(6-cyano-1-(2-(2-ethoxy-5-fluoro-phenyl)-2-((tetrahydro-2H-pyran-4-yl)oxy)ethyl)-5-methyl-2,4-dioxo-1,2-dihydrothieno[2,3-d]pyrimidin-3(4H)-yl)-2-methylpropionic acid C(#N)C1=C(C2=C(N(C(N(C2=O)C(C(=O)O)(C)C)=O)C[C@H](OC2CCOCC2)C2=C(C=CC(=C2)F)OCC)S1)C